(1,3-Dimethyl-azetidin-3-yl)-phenyl-(5-pyrrolidin-1-yl-pyridin-3-yl)-methanol CN1CC(C1)(C)C(O)(C=1C=NC=C(C1)N1CCCC1)C1=CC=CC=C1